F[C@@]1([C@@H](O[C@@H]([C@H]1O)CO)N1C(=S)NC(=O)C=C1)O 2'-fluoro-2-thiouridine